ClC1=C(C#N)C=CC(=N1)NC1CC1 2-chloro-6-(cyclopropylamino)nicotinonitrile